Cl.C1(=C(C=CC=C1)C[C@H]1C[C@@H](NC1)C(=O)N[C@H](C(=O)NCC1=C(C(=CC(=C1)Cl)C)O)C)C1=CC=CC=C1 (2R,4S)-4-([1,1'-biphenyl]-2-ylmethyl)-N-((S)-1-((5-chloro-2-hydroxy-3-methylbenzyl)amino)-1-oxopropan-2-yl)pyrrolidine-2-carboxamide hydrochloride